C(CCC)[Si](C)(C)OCC(=C)CI butyl((2-(iodomethyl)allyl)oxy)dimethylsilane